N-(1-(4-(cyclopropanesulfonamido)pyridin-2-yl)-3-(piperidin-1-yl)propyl)-5-(6-ethoxypyrazin-2-yl)thiazole-2-carboxamide C1(CC1)S(=O)(=O)NC1=CC(=NC=C1)C(CCN1CCCCC1)NC(=O)C=1SC(=CN1)C1=NC(=CN=C1)OCC